CC1(CCC1)C(=O)N1CCC(CC1)N1N=CC(=C1)CC=1C=2C3=C(C(N(C3=CC1)[C@@H]1C(NC(CC1)=O)=O)=O)C=CC2 (3S)-3-[6-[[1-[1-(1-methylcyclobutanecarbonyl)-4-piperidyl]pyrazol-4-yl]methyl]-2-oxo-benzo[cd]indol-1-yl]piperidine-2,6-dione